3-(S-(difluoromethyl)sulfonimidoyl)-N-((2-(4-fluoro-6-(4,7-diazaspiro[2.5]octan-7-yl)pyridin-2-yl)-1,6-naphthyridin-7-yl)methyl)benzamide FC(S(=O)(=N)C=1C=C(C(=O)NCC2=NC=C3C=CC(=NC3=C2)C2=NC(=CC(=C2)F)N2CCNC3(CC3)C2)C=CC1)F